2-(prop-1-en-2-yl)-N-(1-(3,4,5-trimethoxyphenyl)-1H-imidazol-4-yl)thieno[2,3-d]pyrimidin-4-amine C=C(C)C=1N=C(C2=C(N1)SC=C2)NC=2N=CN(C2)C2=CC(=C(C(=C2)OC)OC)OC